N-(5-((6-((S)-3-(2,3-dichlorobenzyl)isoxazolidine-2-yl)pyrimidine-4-yl)amino)-2-(4-ethylpiperazine-1-yl)-4-methoxyphenyl)acrylamide ClC1=C(C[C@@H]2N(OCC2)C2=CC(=NC=N2)NC=2C(=CC(=C(C2)NC(C=C)=O)N2CCN(CC2)CC)OC)C=CC=C1Cl